{5-[5-(2-bromophenyl)-1,2,4-oxadiazol-3-yl]-1H-1,2,3-benzotriazol-1-yl}ethan-1-ol tert-butyl-(S)-2-(2-(methoxy(methyl)amino)-2-oxoethyl)pyrrolidine-1-carboxylate C(C)(C)(C)[C@@]1(N(CCC1)C(=O)OC(C)N1N=NC2=C1C=CC(=C2)C2=NOC(=N2)C2=C(C=CC=C2)Br)CC(=O)N(C)OC